C(#C)[C@]1([C@]2(CC)[C@@H](CC1)[C@@H]1CCC3=CC(CC[C@@H]3[C@H]1CC2)=O)O (-)-17alpha-ethynyl-17beta-hydroxy-18-methyl-estra-4-en-3-one